1-(3-Amino-6-(2-hydroxyphenyl)pyridazin-4-yl)azetidin-3-one NC=1N=NC(=CC1N1CC(C1)=O)C1=C(C=CC=C1)O